N-(4-amino-2H-pyrazolo[4,3-c]pyridin-7-yl)-N'-benzyl-N'-[(3-chloro-2-pyridyl)methyl]oxamide NC1=NC=C(C=2C1=CNN2)NC(=O)C(=O)N(CC2=NC=CC=C2Cl)CC2=CC=CC=C2